1-(5-{8-amino-1h,2h-imidazo[1,2-a]1,6-naphthyridin-4-yl}-4-methylpyridin-2-yl)propan-1-one NC1=NC=C2C=C(C=3N(C2=C1)CCN3)C=3C(=CC(=NC3)C(CC)=O)C